ClC=1C=C(C=CC1C(N(C)C)=O)N[C@@H]1CN(CCC1)C(=O)OC(C)(C)C (S)-tert-butyl 3-(3-chloro-4-(dimethylcarbamoyl) phenylamino)piperidine-1-carboxylate